O=C1N(C(CC1)=O)C(C(=O)O)C1=CC=C(C=C1)C1=CC=CC=C1.C1(=CC=C(C=C1)CC(=O)ON1C(CCC1=O)=O)C1=CC=CC=C1 2,5-dioxopyrrolidin-1-yl 2-{[1,1'-biphenyl]-4-yl}acetate 2,5-dioxopyrrolidin-1-yl-2-([1,1'-biphenyl]-4-yl)acetate